CC=1N(C=C(N1)C)C=1C=C2C(=NC1)N(C=N2)CC2=CC1=C(OC(CO1)C=1C=NC(=CC1)OC)C(=C2)OC 6-(2,4-dimethyl-1H-imidazol-1-yl)-3-((8-methoxy-2-(6-methoxypyridin-3-yl)-2,3-dihydrobenzo[b][1,4]dioxin-6-yl)methyl)-3H-imidazo[4,5-b]pyridine